C(C)(=O)OOC(OC1=NN(C(=C1)C=1C=NC(=CC1)F)C1=NC=CC=C1SC)C Methyl-({5-(6-fluoropyridin-3-yl)-1-[3-(methylsulfanyl)pyridin-2-yl]-1H-pyrazol-3-yl}oxy)(methoxy) acetat